C1(CCCCC1)NC=1C2=C(N=C(N1)NC1=C(C=C(C=C1)N1C(CCC1)=O)OCC)NC=C2C#N 4-(cyclohexylamino)-2-((2-ethoxy-4-(2-oxopyrrolidin-1-yl)phenyl)amino)-7H-pyrrolo[2,3-d]pyrimidine-5-carbonitrile